(S)-1-(3-fluorophenyl)-3-(isoquinolin-4-yl)-2-oxoimidazolidine-4-carbonitrile FC=1C=C(C=CC1)N1C(N([C@@H](C1)C#N)C1=CN=CC2=CC=CC=C12)=O